NC1=C(C=C(C=C1F)C=1C=C2C(=NC1)NC=C2/C=C/C(=O)O)C(N(C)C)=O (E)-3-(5-(4-amino-3-(dimethylcarbamoyl)-5-fluorophenyl)-1H-pyrrolo[2,3-b]pyridin-3-yl)acrylic acid